C(C)N1C([C@H](NCC1)C)=O (R)-1-ethyl-3-methylpiperazin-2-one